(R*)-N5-Cyclopropyl-3-(4-fluorophenyl)-N7-methyl-2,3-dihydrobenzofuran-5,7-dicarboxamid C1(CC1)NC(=O)C=1C=C(C2=C([C@H](CO2)C2=CC=C(C=C2)F)C1)C(=O)NC |o1:11|